ClC1=CC2=C(NC(=N2)CC2=CC(=CC(=C2)Cl)F)C=C1F 5-chloro-6-fluoro-2-(3-fluoro-5-chlorobenzyl)-1H-benzimidazole